BrC1=CC2=C(C=3N=CC=NC13)N=C(C(=C2C2=C1C=NN(C1=C(C=C2)F)COCC[Si](C)(C)C)N)OCOCC[Si](C)(C)C 5-bromo-7-[7-fluoro-1-(2-trimethylsilylethoxymethyl)indazol-4-yl]-9-(2-trimethylsilylethoxymethoxy)pyrido[2,3-f]quinoxalin-8-amine